C1(CC1)N1CCN(CC1)C1=CC=C2C(NC=3N(C2=C1)N=NC3S(=O)(=O)C3=C(C=C(C=C3)C)C)=O 8-(4-cyclopropylpiperazin-1-yl)-3-(2,4-dimethylbenzenesulfonyl)-4H,5H-[1,2,3]triazolo[1,5-a]quinazolin-5-one